F[B-](F)(F)F.C(C)[N+]1(CCCCC1)CC N,N-diethyl-piperidinium tetrafluoroborate